(2s,3r,4r,5s)-3,4,5-tris(benzyloxy)-1-(2-fluorophenylethyl)-2-(iodomethyl)piperidine C(C1=CC=CC=C1)O[C@@H]1[C@H](N(C[C@@H]([C@H]1OCC1=CC=CC=C1)OCC1=CC=CC=C1)CCC1=C(C=CC=C1)F)CI